ONC(C1=CC=C(C=C1)CN1C(N(C(C2=CC=CC=C12)=O)C1=C(C=CC=C1)OC)=O)=O N-hydroxy-4-((3-(2-methoxyphenyl)-2,4-dioxo-3,4-dihydroquinazolin-1(2H)-yl)methyl)benzamide